IC1=NN(C2=NC(=CN=C21)N2CC1C(C1CC2)(C2=NOC=C2)CNC(OCC2=CC=CC=C2)=O)C2OCCCC2 Benzyl ((3-(3-iodo-1-(tetrahydro-2H-pyran-2-yl)-1H-pyrazolo[3,4-b]pyrazin-6-yl)-7-(isoxazol-3-yl)-3-azabicyclo[4.1.0]heptan-7-yl)methyl)carbamate